C(C)(C)(C)OC(=O)N1[C@H]2CN[C@H]2C(C1)(C(=O)O)C (1S,5S)-2-(t-butoxycarbonyl)-4-methyl-2,6-diazabicyclo[3.2.0]heptane-4-carboxylic acid